C(C)(C)(C)NC1CN(CC1)C1=CC(=C(S1)C(=O)NC=1C=C(C=2N(C1)C=C(N2)C)F)F 5-[3-(tert-butylamino)pyrrolidin-1-yl]-3-fluoro-N-[8-fluoro-2-methylimidazo[1,2-a]pyridin-6-yl]thiophene-2-carboxamide